C(C)(C)(C)OC(=O)N1CC(C1)C1=C(C=C(CN2CCC(CC2)C(=O)OC)C=C1C)C methyl 1-(4-(1-(tert-butoxycarbonyl)azetidin-3-yl)-3,5-dimethylbenzyl)piperidine-4-carboxylate